N-(5-((5-cyano-4-(1-cyclopropyl-1H-indol-3-yl)pyrimidin-2-yl)amino)-2-((2-(dimethylamino)ethyl)(methyl)amino)-4-methoxyphenyl)acrylamide hydrochloride salt Cl.C(#N)C=1C(=NC(=NC1)NC=1C(=CC(=C(C1)NC(C=C)=O)N(C)CCN(C)C)OC)C1=CN(C2=CC=CC=C12)C1CC1